C1(CC1)N1CC2=CC=C(C=C2C1=O)OC1=C(C=C2CC[C@@H](C2=C1)OP(=O)(N1CC1)N1CC1)[N+](=O)[O-] di(aziridin-1-yl)phosphinic acid (S)-6-((2-cyclopropyl-3-oxoisoindolin-5-yl) oxy)-5-nitro-2,3-dihydro-1H-inden-1-yl ester